(S)-N-(5-(3-(1H-imidazol-1-yl)phenyl)thiazol-2-yl)-1-cyanopyrrolidine-3-carboxamide N1(C=NC=C1)C=1C=C(C=CC1)C1=CN=C(S1)NC(=O)[C@@H]1CN(CC1)C#N